C(#N)C[C@@H]1N(CCN(C1)C1=NC(=NC=2CN(CCCC21)C2=CC=CC1=C(C=CC=C21)F)OC[C@H]2N(CCC2)C)C(=O)OCC2=CC=CC=C2 benzyl (2S)-2-(cyanomethyl)-4-[8-(5-fluoro-1-naphthyl)-2-[[(2S)-1-methylpyrrolidin-2-yl]methoxy]-5,6,7,9-tetrahydropyrimido[4,5-c]azepin-4-yl]piperazine-1-carboxylate